C(CCCCCCCCCCCCCCCCCCCCC)(=O)OC[C@@H](OO)CO 1-behenoyl-2-hydroxy-sn-glycerol